2-(4-aminophenyl)-1,1,3,3-tetramethyl-guanidine NC1=CC=C(C=C1)N=C(N(C)C)N(C)C